[N+](=O)([O-])C1=CC=C(O1)C(=O)N1CC(N(CC1)C1=CC=C(C=C1)[N+](=O)[O-])=O 4-(5-Nitrofuran-2-carbonyl)-1-(4-nitrophenyl)piperazin-2-one